6'-(((1S,3S)-3-((7-(2-hydroxypropane-2-yl)-[1,2,4]triazolo[1,5-a]pyridin-2-yl)amino)cyclopentyl)amino)-2H-[1,3'-bipyridine]-2-one OC(C)(C)C1=CC=2N(C=C1)N=C(N2)N[C@@H]2C[C@H](CC2)NC2=CC=C(C=N2)N2C(C=CC=C2)=O